COC(NC1=CC(=C(C=C1)C(CBr)=O)[N+](=O)[O-])=O 4-(2-bromoacetyl)-3-nitrophenylcarbamic acid methyl ester